tert-butyl 3-(2-(((benzyloxy)carbonyl)amino)ethyl)-2,4-dioxa-9-azaspiro[5.5]undecane-9-carboxylate C(C1=CC=CC=C1)OC(=O)NCCC1OCC2(CO1)CCN(CC2)C(=O)OC(C)(C)C